7-((2R,3R,4S,5R)-5-((R)-(3-fluoro-4-(trifluoromethyl)phenyl)(hydroxy)methyl)-3,4-dihydroxytetrahydrofuran-2-yl)-1,7-dihydro-4H-pyrrolo[2,3-d]pyrimidin-4-one O-methyl oxime CON=C1C2=C(NC=N1)N(C=C2)[C@@H]2O[C@@H]([C@H]([C@H]2O)O)[C@H](O)C2=CC(=C(C=C2)C(F)(F)F)F